1,4-bis(3-thietanylthio)-2,3-dithiane S1CC(C1)SC1SSC(CC1)SC1CSC1